CN1N=CC(=C1)C=1C=C2C(=NC1)NC=C2C2=CC=1N(C=C2)N=CC1C(=O)NC1CCN(CC1)C 5-(5-(1-methyl-1H-pyrazol-4-yl)-1H-pyrrolo[2,3-b]pyridin-3-yl)-N-(1-methylpiperidin-4-yl)pyrazolo[1,5-a]pyridine-3-carboxamide